5-hydroxy-1-(5-(methylsulfonyl)pyridin-2-yl)-1H-pyrazole-4-carboxylic acid ethyl ester C(C)OC(=O)C=1C=NN(C1O)C1=NC=C(C=C1)S(=O)(=O)C